CC1=C(C=CC(=C1)C)S(=O)(=O)N1CC2(C[C@H]3CC[C@@H](C2)N3CC(C)(O)C)C1 1-((1'R,5'S)-1-((2,4-Dimethylphenyl)sulfonyl)-8'-azaspiro[azetidine-3,3'-bicyclo[3.2.1]octan]-8'-yl)-2-methylpropan-2-ol